3-(((phenylmethoxy)carbonyl)amino)-1-(((phenylmethoxy)carbonyl)glycyl)pyrrolidine-3-carboxylic acid C1(=CC=CC=C1)COC(=O)NC1(CN(CC1)C(CNC(=O)OCC1=CC=CC=C1)=O)C(=O)O